NC=1C=2N(C=CN1)C(=NC2C2=CC=C(C(=O)NC1=NC=CC=C1)C=C2)[C@H]2N(CCC2)CCCCCCCSC2=C1C(N(C(C1=CC=C2)=O)C2C(NC(CC2)=O)=O)=O 4-(8-amino-3-((2S)-1-(7-((2-(2,6-dioxopiperidin-3-yl)-1,3-dioxoisoindoline-4-yl)thio)heptyl)pyrrolidin-2-yl)imidazo[1,5-a]pyrazin-1-yl)-N-(pyridin-2-yl)benzamide